ethyl 2-(4-methyl-3-(3-methyl-5-(1-methyl-1H-pyrazolo[3,4-c]pyridin-4-yl)pyrazin-2-yl)-2-oxo-2,3-dihydro-1H-benzo[d]imidazol-1-yl)acetate CC1=CC=CC=2N(C(N(C21)C2=NC=C(N=C2C)C2=C1C(=CN=C2)N(N=C1)C)=O)CC(=O)OCC